[Li+].CC1=CC=C(C(=N1)C(=O)[O-])N1N=CC=N1 6-methyl-3-(2H-1,2,3-triazol-2-yl)picolinic Acid Lithium Salt